(4-((naphthalen-1-yloxy)methyl)phenyl)boronic acid C1(=CC=CC2=CC=CC=C12)OCC1=CC=C(C=C1)B(O)O